S(=O)(=O)(O)O.N(CCO)CCO Diethanolamine sulfate